[Si](C)(C)(C(C)(C)C)OC1=C2C(OCC2=C(C(=C1C/C=C(/CCC(=O)OCCN1CCCC1)\C)OC)C)=O 2-(1-Pyrrolidinyl)ethyl (E)-6-(4-tert-butyldimethylsilyloxy-6-methoxy-7-methyl-3-oxo-1,3-dihydroisobenzofuran-5-yl)-4-methylhex-4-enoate